NC=1C(=NON1)C=1N(C2=C(C(=NC=C2OC[C@@H]2CNCCC2)C#CC(C)(O)C)N1)CC 4-[2-(4-Amino-1,2,5-oxadiazol-3-yl)-1-ethyl-7-[(3S)-3-piperidinylmethoxy]-1H-imidazo[4,5-c]pyridin-4-yl]-2-methyl-3-butyn-2-ol